C(C)(C)(C)OC(=O)N1CC(C(CC1)C(N/C(=N/O)/C=1C=NC=C(C1)[C@](C1=CC=C(C=C1)C(C)C)(O)C1(CN(C1)C)C)=O)C 4-({{5-[(R)-(1,3-dimethyl-azetidin-3-yl)-hydroxy-(4-isopropyl-phenyl)-methyl]-pyridin-3-yl}-[(E)-hydroxyimino]-methyl}-carbamoyl)-3-methyl-piperidine-1-carboxylic acid tert-butyl ester